O1[C@@H]2[C@@](CC1)(CCCCC2)C(N2C[C@@H]1[C@H](C2)CC(C1)NC=1N=NC(=CC1)C=1C=NC=CC1C(F)(F)F)([2H])[2H] (3aR,5s,6aS)-2-(((3aR,8aS)-octahydro-3aH-cyclohepta[b]furan-3a-yl)methyl-d2)-N-(6-(4-(trifluoromethyl)pyridin-3-yl)pyridazin-3-yl)octahydrocyclopenta[c]pyrrol-5-amine